ICCC1C(N(C2=CC=CC=C2C1[2H])CC1=CC=C(C=C1)OC)=O 3-(2-iodoethyl)-1-(4-methoxybenzyl)-3,4-dihydroquinolin-2(1H)-one-4-d